Cl.NC1=C(SC(=C1)C1=CC2=C(N(C[C@H](N(S2(=O)=O)C)C2CCCCC2)C2=CC=CC=C2)C=C1OCCOC)C(=O)OC methyl (R)-3-amino-5-(3-cyclohexyl-7-(2-methoxyethoxy)-2-methyl-1,1-dioxido-5-phenyl-2,3,4,5-tetrahydrobenzo[f][1,2,5]thiadiazepin-8-yl)thiophene-2-carboxylate hydrochloride